C1(CC1)CCN1CC(OC2(C1)CCN(CC2)CCC2=CC=CC=C2)C 4-(2-Cyclopropylethyl)-2-methyl-9-phenethyl-1-oxa-4,9-diazaspiro[5.5]undecan